tert-butyl 4-[1-methyl-7-[4-(4-methylpiperazin-1-yl) anilino]-2-oxo-4H-pyrimido[4,5-d]pyrimidin-3-yl]-3,4-dihydro-2H-quinoline-1-carboxylate CN1C(N(CC=2C1=NC(=NC2)NC2=CC=C(C=C2)N2CCN(CC2)C)C2CCN(C1=CC=CC=C21)C(=O)OC(C)(C)C)=O